C(C1=CC=CC=C1)OC=1C(C=CN2N(CN(C(C21)=O)CC2CCOCC2)C21C(=CC3=CC(=C(C=C23)F)F)CC=2C=CC=CC21)=O 5-(benzyloxy)-1-(2,3-difluoroindeno[1,2-a]inden-4b(9H)-yl)-3-((tetrahydro-2H-pyran-4-yl)methyl)-2,3-dihydro-1H-pyrido[2,1-f][1,2,4]triazine-4,6-dione